(2R)-N-(3-{2-[(3-ethoxy-1-methyl-1H-pyrazol-4-yl)amino]-5-methylpyrimidin-4-yl}-1H-indol-7-yl)-3-methoxy-2-(4-methylpiperazin-1-yl)propanamide C(C)OC1=NN(C=C1NC1=NC=C(C(=N1)C1=CNC2=C(C=CC=C12)NC([C@@H](COC)N1CCN(CC1)C)=O)C)C